(R)-(+)-N-propargyl-1-aminoindene C(C#C)N[C@@H]1C=CC2=CC=CC=C12